N-(3-chloro-4-fluorobenzyl)-2,2-dimethoxyethan-1-amine ClC=1C=C(CNCC(OC)OC)C=CC1F